NC1=NC2=C(C=3N1N=C(N3)C=3OC=CC3)C=NN2[C@](C(=O)NCCN2CCC(CC2)O)(C)C2=CC=CC=C2 (R)-2-(5-amino-2-(furan-2-yl)-7H-pyrazolo[4,3-e][1,2,4]triazolo[1,5-c]pyrimidin-7-yl)-N-(2-(4-hydroxypiperidin-1-yl)ethyl)-2-phenylpropionamide